C(CC)SC1(C2C(CCC1)S2)SC2(C1C(CCC2)S1)SCCC bis(2,3-epithiopropylthiocyclohexyl) sulfide